ClC1=C(C=C(C=C1)F)C=1C=C(C(N(C1C1=C(C=C(C=C1F)F)F)CC)=O)C 5-(2-chloro-5-fluorophenyl)-1-ethyl-3-methyl-6-(2,4,6-trifluorophenyl)pyridin-2(1H)-one